FC1=C(C(=CC(=C1)SC1CN(C1)CC(C)C)F)[C@H]1[C@@H](N(CC=2C3=C(C=CC12)NN=C3)C)CC(C)C (6S,7S)-6-(2,6-Difluoro-4-((1-isobutylazetidin-3-yl)thio)phenyl)-7-isobutyl-8-methyl-6,7,8,9-tetrahydro-3H-Pyrazolo[3,4-h]isochinolin